CN(CCC1=NN(C(C=C1C)=O)[C@@H](C)CC(C)C)C (S)-2-(3-(2-(dimethylamino)ethyl)-4-methyl-6-oxopyridazin-1(6H)-yl)-4-methylpentane